CN1CCN(CC1)S(=O)(=O)C=1C=C(N)C=CC1 3-((4-methylpiperazin-1-yl)sulfonyl)aniline